7-bromo-3-methylpyrazolo[1,5-a]pyrido[3,2-e]pyrazin-4(5H)-one BrC1=CC=2NC(C=3N(C2N=C1)N=CC3C)=O